N-((1R)-2-((3,5-difluoro-4-(trimethylsilyl)phenyl)amino)-2-oxo-1-(tetrahydro-2H-pyran-4-yl)ethyl)-3-hydroxy-N-methyl-1,2-oxazole-5-carboxamide FC=1C=C(C=C(C1[Si](C)(C)C)F)NC([C@@H](C1CCOCC1)N(C(=O)C1=CC(=NO1)O)C)=O